7-cyclopentyl-5-fluoro-N-(3-methoxy-1-(methylsulfonyl)piperidin-4-yl)pyrrolo[2,1-f][1,2,4]triazin-2-amine C1(CCCC1)C1=CC(=C2C=NC(=NN21)NC2C(CN(CC2)S(=O)(=O)C)OC)F